1-(2-nitro-1-phenylethyl)cyclopentane-1-carbaldehyde [N+](=O)([O-])CC(C1=CC=CC=C1)C1(CCCC1)C=O